trans-2,2-dichloro-3-(3,5-dichlorophenyl)cyclopropanecarboxylic acid ClC1([C@H]([C@@H]1C1=CC(=CC(=C1)Cl)Cl)C(=O)O)Cl